[Cl-].C(CC)[N+]1=CN(C2=C1C=CC=C2)CCC 1,3-Dipropylbenzimidazolium chloride